4-(2-{5-[(3R,5R)-3-amino-5-fluoropiperidine-1-carbonyl]-7-methoxy-1-methyl-1H-1,3-benzodiazol-2-yl}-1-(cyclopropylmethyl)-1H-pyrrolo[2,3-b]pyridin-6-yl)piperidin-2-one N[C@H]1CN(C[C@@H](C1)F)C(=O)C1=CC2=C(N(C(=N2)C2=CC=3C(=NC(=CC3)C3CC(NCC3)=O)N2CC2CC2)C)C(=C1)OC